ClC1=CC=C(C=C1)N1C=NN(C1=O)CC1=CC(=C(OC(C(=O)O)(C)C)C(=C1)C)C 2-(4-((4-(4-chlorophenyl)-5-oxo-4,5-dihydro-1H-1,2,4-triazol-1-yl)methyl)-2,6-dimethylphenoxy)-2-methylpropanoic acid